C(#C)[C@]1([C@H](C[C@@H](O1)N1C(NC(C(=C1)C)=O)=O)O)CO 1-((2R,4S,5R)-5-ethynyl-4-hydroxy-5-(hydroxymethyl)tetrahydrofuran-2-yl)-5-methylpyrimidine-2,4(1H,3H)-dione